F[C@@H]1C[C@@]2(CCCN2C1)COC1=NC2=C(C(=CC=C2C(=N1)N1C[C@H]2CC[C@@H](C1)N2)C2=CC(=CC1=CC=C(C(=C21)CC)F)O)F 4-(2-{[(2R,7aS)-2-fluoro-hexahydro-1H-pyrrolizin-7a-yl]methoxy}-4-[(1R,5S)-3,8-diazabicyclo[3.2.1]octane-3-yl]-8-fluoroquinazolin-7-yl)-5-ethyl-6-fluoronaphthalen-2-ol